6-(tert-butyl)-10-(oxetan-3-yloxy)-2-oxo-6,7-dihydro-2H-pyrido[2',1':3,4]pyrazino[1,2-b]indazole-3-carboxylic acid C(C)(C)(C)C1N2C(C=3N(N=C4C(=CC=CC34)OC3COC3)C1)=CC(C(=C2)C(=O)O)=O